N1(CCNCC1)C1=CC=C(C=C1)C1=NC2=CC=CC=C2C(=C1)C1(CCC(CC1)N)N (2-(4-(piperazin-1-yl)phenyl)quinolin-4-yl)cyclohexane-1,4-diamine